2-[(4-bromophenyl)(methoxy)methylidene]propanedinitrile BrC1=CC=C(C=C1)C(=C(C#N)C#N)OC